2-methylidenepropane-1,3-disulfonic acid C=C(CS(=O)(=O)O)CS(=O)(=O)O